(3R,5R)-5-(3-((2-(methoxymethyl) pyrazolo[1,5-a]pyrazin-4-yl)amino)-1H-pyrazol-5-yl)tetrahydrofuran-3-yl ((R)-sec-butyl)carbamate [C@@H](C)(CC)NC(O[C@H]1CO[C@H](C1)C1=CC(=NN1)NC=1C=2N(C=CN1)N=C(C2)COC)=O